C(C)(C)(C)C=1C(=C(C=O)C=C(C1)O)O 3-tertiary butyl-2,5-dihydroxybenzaldehyde